N-(2-hydroxyethyl)-2-(2-cyano[1,1'-biphenyl]-3-yl)-1,3-dioxoisoindole-5-carboxamide OCCNC(=O)C=1C=C2C(N(C(C2=CC1)=O)C=1C(=C(C=CC1)C1=CC=CC=C1)C#N)=O